NC1=NC2=C(N1C[C@H]1C[C@H](CC1)COC1=C(C=NN1C)C=1C=C(C(=O)OC)C=C(N1)C)C=C(C=C2)Br methyl 2-(5-(((1S,3R)-3-((2-amino-6-bromo-1H-benzo[d]imidazol-1-yl)methyl)cyclopentyl)methoxy)-1-methyl-1H-pyrazol-4-yl)-6-methylisonicotinate